FCCCCCCCCCCC=O 11-Fluoroundecanal